N[S@@](=NC(CC1=C(C=C(C=C1C(C)C)CCC1CCCCC1)C(C)C)=O)(=O)C1=NN(C(=C1)C(C)(C)O)C1=CC=CC=C1 (S)-N-(amino(5-(2-hydroxypropan-2-yl)-1-phenyl-1H-pyrazol-3-yl)(oxo)-λ6-sulfaneylidene)-2-(4-(2-cyclohexylethyl)-2,6-diisopropylphenyl)acetamide